C(C)(=O)N(C=1S(C2=C(C1C(=O)NC)C=CC(=C2)O)Cl)CC2=C(C=CC=C2)Cl 2-[acetyl(2-chlorobenzyl)amino]-1-chloro-6-hydroxy-N-methyl-1-benzothiophene-3-carboxamide